(1S,3R)-3-acetamido-N-(4-(4-fluoro-1-isopropyl-1H-benzo[d]imidazol-6-yl)-5-methoxypyridin-2-yl)cyclohexane-1-carboxamide C(C)(=O)N[C@H]1C[C@H](CCC1)C(=O)NC1=NC=C(C(=C1)C=1C=C(C2=C(N(C=N2)C(C)C)C1)F)OC